C(C)OC(CCCCC1=CC=C(C=C1)C=1C(=NC=CC1)SC1CCC1)=O 5-[4-(2-Cyclobutylsulfanyl-3-pyridyl)phenyl]Valeric acid ethyl ester